[5-(p-bromophenyl)-7-(trifluoromethyl)pyrazolo[1,5-a]pyrimidin-3-yl](thiophene-2-yl)methanone BrC1=CC=C(C=C1)C1=NC=2N(C(=C1)C(F)(F)F)N=CC2C(=O)C=2SC=CC2